1,2-dibutoxyethane C(CCC)OCCOCCCC